ClCCCCCC(OCCCCCCC)OCCCCCCC 6-chloro-1,1-diheptyloxy-hexane